C1(=CC=CC=C1)[C@@H]1N2C(COC1)=NC1=C2C=C(C=C1)C=1C=NC(=NC1)N1CCC2(CC(C2)O)CC1 (S)-7-(5-(4-phenyl-3,4-dihydro-1H-benzo[4,5]imidazo[2,1-c][1,4]oxazin-7-yl)pyrimidin-2-yl)-7-azaspiro[3.5]nonan-2-ol